(1R,3S)-1-(3-(4-(benzyloxy)-2-methylthiazol-5-yl)-4-fluorobenzyl)-3-(methylsulfonamido)cyclopentane-1-carboxamide C(C1=CC=CC=C1)OC=1N=C(SC1C=1C=C(C[C@]2(C[C@H](CC2)NS(=O)(=O)C)C(=O)N)C=CC1F)C